pyrrole-2(1h)-carboxamide N1C(=CC=C1)C(=O)N